Ethyl 6-(4-(5-amino-3-((4-sulfamoylphenyl)amino)-1H-1,2,4-triazole-1-carboxamido)phenyl)picolinate NC1=NC(=NN1C(=O)NC1=CC=C(C=C1)C1=CC=CC(=N1)C(=O)OCC)NC1=CC=C(C=C1)S(N)(=O)=O